CN([C@@H]1CCC2CN(CC21)C2=C(C=NC=1NC3=C(C=C(C(=C3C12)Cl)F)NC)C1=CN2C(C(=CC=C2C=C1)C(=O)O)=O)C 7-[4-[cis-(4R)-4-(dimethylamino)-3,3a,4,5,6,6a-hexahydro-1H-cyclopenta[c]pyrrol-2-yl]-5-chloro-6-fluoro-8-(methylamino)-9H-pyrido[2,3-b]indol-3-yl]-4-oxo-quinolizine-3-carboxylic acid